Tert-butyl (2-((4-(((tert-butyldimethylsilyl)oxy)methyl)pyridin-2-yl)amino)-1-(4,4-difluorocyclohexyl)-2-oxoethyl)carbamate [Si](C)(C)(C(C)(C)C)OCC1=CC(=NC=C1)NC(C(C1CCC(CC1)(F)F)NC(OC(C)(C)C)=O)=O